C(C)C1=NC=CC(=C1)C=1SC(=CN1)C1(CC1)NC(=O)C1=CC(=NN1C)C(F)(F)F N-(1-(2-(2-ethylpyridin-4-yl)thiazol-5-yl)cyclopropyl)-1-methyl-3-(trifluoromethyl)-1H-pyrazole-5-carboxamide